OC1=CC(=CC2=C1OCO2)C=O 7-HYDROXY-1,3-BENZODIOXOLE-5-CARBOXALDEHYDE